NN1C(=NC(=C1C(=O)O)C1=CC=C(C=C1)C(NC1=NC=CC=C1)=O)[C@H]1N(CCC1)C(=O)OC(C)(C)C (S)-1-amino-2-(1-(tert-butoxycarbonyl)pyrrolidin-2-yl)-4-(4-(pyridin-2-ylcarbamoyl)phenyl)-1H-imidazole-5-carboxylic acid